N=1C=C(N2C1C=CC=C2)C2=NCN(C=C2)C2=NC=CC=C2 4-(IMIDAZO[1,2-a]PYRIDIN-3-YL)-N-(PYRIDINYL)PYRIMIDIN